(3R,7aR)-7a-((benzyloxy)methyl)-3-(trichloromethyl)tetrahydropyrrolo[1,2-c]oxazol-1(3H)-one C(C1=CC=CC=C1)OC[C@@]12N([C@H](OC1=O)C(Cl)(Cl)Cl)CCC2